tert-butyl N-tert-butoxycarbonyl-N-[4-chloro-6-[2-(hydroxymethyl)-6-methyl-phenyl]-5-methyl-pyrimidin-2-yl]carbamate C(C)(C)(C)OC(=O)N(C(OC(C)(C)C)=O)C1=NC(=C(C(=N1)Cl)C)C1=C(C=CC=C1C)CO